3-trifluoropropionyloxy-2-oxindole FC(CC(=O)OC1C(NC2=CC=CC=C12)=O)(F)F